(Z)-(1-methoxy-5-triisopropylsiloxy-1-pentenyl)-sulfonyl-benzene CO/C(=C/CCCO[Si](C(C)C)(C(C)C)C(C)C)/S(=O)(=O)C1=CC=CC=C1